1-(2-(difluoromethoxy)ethyl)pyrimidine-2,4(1H,3H)-dione FC(OCCN1C(NC(C=C1)=O)=O)F